6,7-dimethoxy-2-methyl-N-[1-{5-[2-(pyrrolidin-1-ylmethyl)phenyl]thiophen-2-yl}ethyl]quinazolin-4-amine COC=1C=C2C(=NC(=NC2=CC1OC)C)NC(C)C=1SC(=CC1)C1=C(C=CC=C1)CN1CCCC1